C(C)(=O)OCC1CC=C(CC1)CCC=C(C)C (4-(4-methylpent-3-en-1-yl)cyclohex-3-en-1-yl)methyl acetate